N1(C=NC=C1)CC1=CC(=C2CCNC(C2=C1)=O)Br 7-((1H-imidazol-1-yl)methyl)-5-bromo-3,4-dihydroisoquinolin-1(2H)-one